The molecule is a branched amino oligosaccharide that is a pentasaccharide comprising a linear trisaccharide of beta-D-mannose and two N-acetyl-beta-D-glucosamine residues all linked in sequence (1->4), to the mannosyl residue of which are linked an N-acetyl-beta-D-glucosaminyl residue [via a (1->4) linkage], an N-acetyl-alpha-neuraminyl-(2->3)-beta-D-galactosyl-(1->4)-N-acetyl-beta-D-glucosaminyl-(1->4)-alpha-D-mannosyl(1->6) linear tetrasaccharide chain [linked (1->6)], and an N-acetyl-alpha-neuraminyl-(2->3)-beta-D-galactosyl-(1->4)-N-acetyl-beta-D-glucosaminyl-(1->4)-[N-acetyl-alpha-neuraminyl-(2->3)-beta-D-galactosyl-(1->4)-N-acetyl-beta-D-glucosaminyl-(1->2)]-alpha-D-mannosyl branched heptasaccharide unit [linked (1->3)]. It is an amino oligosaccharide and a glucosamine oligosaccharide. CC(=O)N[C@@H]1[C@H](C[C@@](O[C@H]1[C@@H]([C@@H](CO)O)O)(C(=O)O)O[C@H]2[C@H]([C@H](O[C@H]([C@@H]2O)O[C@@H]3[C@H](O[C@H]([C@@H]([C@H]3O)NC(=O)C)O[C@@H]4[C@H](O[C@@H]([C@H]([C@H]4O)O)OC[C@@H]5[C@H]([C@@H]([C@@H]([C@@H](O5)O[C@@H]6[C@H](O[C@H]([C@@H]([C@H]6O)NC(=O)C)O[C@@H]7[C@H](O[C@H]([C@@H]([C@H]7O)NC(=O)C)O)CO)CO)O)O[C@@H]8[C@H]([C@H]([C@@H]([C@H](O8)CO)O[C@H]9[C@@H]([C@H]([C@@H]([C@H](O9)CO)O[C@H]1[C@@H]([C@H]([C@H]([C@H](O1)CO)O)O[C@@]1(C[C@@H]([C@H]([C@@H](O1)[C@@H]([C@@H](CO)O)O)NC(=O)C)O)C(=O)O)O)O)NC(=O)C)O)O[C@H]1[C@@H]([C@H]([C@@H]([C@H](O1)CO)O[C@H]1[C@@H]([C@H]([C@H]([C@H](O1)CO)O)O[C@@]1(C[C@@H]([C@H]([C@@H](O1)[C@@H]([C@@H](CO)O)O)NC(=O)C)O)C(=O)O)O)O)NC(=O)C)O[C@H]1[C@@H]([C@H]([C@@H]([C@H](O1)CO)O)O)NC(=O)C)CO)CO)CO)O)O